BrC1=CC=C2C=NC(=NN21)N[C@H]2[C@@H](CN(CC2)S(=O)(=O)C)O (3R,4R)-4-({7-bromopyrrolo[2,1-f][1,2,4]triazin-2-yl}amino)-1-methanesulfonylpiperidin-3-ol